bis(dodecyloxy)-3-methylazobenzene C(CCCCCCCCCCC)OC=1C(=C(C=CC1)N=NC1=CC(=CC=C1)C)OCCCCCCCCCCCC